methyl 5-chloro-2-methoxy-3-(thiazol-2-yl)benzoate ClC=1C=C(C(=C(C(=O)OC)C1)OC)C=1SC=CN1